2-propyl-valeric acid ammonium salt [NH4+].C(CC)C(C(=O)[O-])CCC